BrC1=CC2=C(N=CN=C2N[C@H](C)C2=C(C(=CC=C2)C(F)F)F)N(C1=O)C 6-bromo-4-[[(R)-1-[3-(difluoromethyl)-2-fluorophenyl]ethyl]amino]-8-methyl-7H,8H-pyrido[2,3-d]pyrimidin-7-one